[Ca].[PH2](O)=O.[PH2](O)=O bis(phosphinic acid) calcium